O=C1N2C(=NN1)CC[C@H]2C(=O)OC Methyl (5S)-3-oxo-2,5,6,7-tetrahydro-3H-pyrrolo[2,1-c][1,2,4]triazole-5-carboxylate